2-(((4-(4-(aminomethyl)-1-oxo-1,2-dihydrophthalazin-6-yl)-1-methyl-1H-pyrazol-5-yl)oxy)methyl)benzonitrile NCC1=NNC(C2=CC=C(C=C12)C=1C=NN(C1OCC1=C(C#N)C=CC=C1)C)=O